C-((S)-8-Bromo-2,3-dihydro-benzo[1,4]dioxin-2-yl)-methylamine BrC1=CC=CC2=C1O[C@H](CO2)CN